3-[(3-amino-4-methylaminobenzoyl)(pyridin-2-yl)amino]propionic acid ethyl ester C(C)OC(CCN(C1=NC=CC=C1)C(C1=CC(=C(C=C1)NC)N)=O)=O